OC(C)(C)C1CCC(=CC1C1=C(C=C(C=C1O)CCCCC)O)C 2-[6-(2-hydroxypropan-2-yl)-3-methylcyclohex-2-en-1-yl]-5-pentylbenzene-1,3-diol